3-[(2,6-dioxo-3-piperidyl)oxy]-5-methoxy-benzenesulfonyl fluoride O=C1NC(CCC1OC=1C=C(C=C(C1)OC)S(=O)(=O)F)=O